FC1=C(C=C2C=NNC2=C1)OC 6-fluoro-5-methoxy-1H-indazol